4-butylamino-2,2,6,6-tetramethylpiperidine C(CCC)NC1CC(NC(C1)(C)C)(C)C